(R)-8-(6-amino-5-((2-aminopyrimidin-4-yl)thio)pyrazin-2-yl)-2-methylene-8-azaspiro[4.5]decane NC1=C(N=CC(=N1)N1CCC2(CCC(C2)=C)CC1)SC1=NC(=NC=C1)N